NC=1N=NC(=CC1N1C[C@@H]2CC[C@H](C1)N2C=2C=C(C=CC2)CN2CCN(CC2)C(=O)OCC2=CC=CC=C2)Cl benzyl 4-[[3-[(1S,5R)-3-(3-amino-6-chloro-pyridazin-4-yl)-3,8-diazabicyclo[3.2.1]octan-8-yl]phenyl]methyl]piperazine-1-carboxylate